BrC=1C=2C3=C(N(C(C2C=C(C1)C)=O)C)N(N=C3)CC3=CC=C(C=C3)OC 9-bromo-3-(4-methoxybenzyl)-4,7-dimethyl-3,4-dihydro-5H-pyrazolo[3,4-c]isoquinolin-5-one